CC(CCCC)CCCCCC(CCCC)C 5,11-dimethyl-pentadecane